FC(C=1C=CC(=NC1)[C@H](C)NC1CC1)(F)F (S)-N-(1-(5-(trifluoromethyl)pyridin-2-yl)ethyl)cyclopropanamine